2-(4-(2-((4-bromo-3-fluorophenyl)amino)-2-oxoethoxy)-3-methoxyphenyl)-N-cyclohexyl-2-oxoacetamide BrC1=C(C=C(C=C1)NC(COC1=C(C=C(C=C1)C(C(=O)NC1CCCCC1)=O)OC)=O)F